N-(5-(3-cyanoimidazo[1,2-a]pyridin-6-yl)-1-(2,2-difluoroethyl)-4-(4-fluoro-phenyl)-1H-imidazol-2-yl)acetamide C(#N)C1=CN=C2N1C=C(C=C2)C2=C(N=C(N2CC(F)F)NC(C)=O)C2=CC=C(C=C2)F